C12(CC3CC(CC(C1)C3)C2)C2=C(C=CC=C2)O 2-(1-adamantyl)-phenol